C(C)(C)(C)CC(=O)N1CC2=C(CC1)C(=NN2)C(=O)N2CCC(CC2)C2=C(C=CC(=C2)F)Cl tert-butyl-1-(3-(4-(2-chloro-5-fluorophenyl)piperidine-1-carbonyl)-1,4,5,7-tetrahydro-6H-pyrazolo[3,4-c]pyridin-6-yl)ethan-1-one